C(C)(C)C1=C(NC2=CC(=C(C=C12)C1CCN(CC1)C1CCN(CC1)C(C)C)C)C1=C2C(=NC=C1)NN=C2 4-(3-isopropyl-5-(1'-isopropyl-[1,4'-bipiperidin]-4-yl)-6-methyl-1H-indol-2-yl)-1H-pyrazolo[3,4-b]pyridine